N1(CCCC1)C(CC1=NSC(=N1)NC(=O)C1=COC(=C1)C1=CC(=CC=C1)C(F)(F)F)C N-(3-(2-(pyrrolidin-1-yl)propyl)-1,2,4-thiadiazol-5-yl)-5-(3-(trifluoromethyl)phenyl)furan-3-carboxamide